C1NCNN1 The molecule is a triazolidine that is cyclopentane in which the methylene groups at positions 1, 2 and 4 are replaced by NH groups It is a triazolidine and a member of 1,2,4-triazolidines.